CC12SP(OC1CC(CC2)C(=C)C)=S 3a-methyl-6-(prop-1-en-2-yl)hexahydrobenzo[d][1,3,2]oxathiaphosphole 2-sulfide